C1(=CC=C(C=C1)N)C1=CC(=C(C=C1)N)C1=CC=CC=C1 [1,1':3',1''-terphenyl]-4,4'-diamine